(1R)-2-methyl-propane-2-sulfinic acid 4-fluoro-benzylidene amide FC1=CC=C(C=NS(=O)C(C)(C)C)C=C1